ClC1=CC=C2C=NC(=NC2=C1OC1CCC(CC1)(C)O)NC1=CC(=CC=C1)CS(=O)(=O)C 7-chloro-8-((4-hydroxy-4-methylcyclohexyl)oxy)-N-(3-((methylsulfonyl)methyl)phenyl)quinazolin-2-amine